2-(5-(2-(3,4-dimethoxyphenyl)-3-isopropyl-1H-indole-5-carbonyl)hexahydropyrrolo[3,4-c]pyrrol-2(1H)-yl)-N-methylacetamide COC=1C=C(C=CC1OC)C=1NC2=CC=C(C=C2C1C(C)C)C(=O)N1CC2C(C1)CN(C2)CC(=O)NC